4-{[(3-{1-[(3-hydroxypyrrolidin-1-yl)sulfonyl]azetidin-3-yl}-1-(thiophene-2-carbonyl)-1H-pyrazol-5-yl)sulfanyl]methyl}benzene-1-carboximidamide OC1CN(CC1)S(=O)(=O)N1CC(C1)C1=NN(C(=C1)SCC1=CC=C(C=C1)C(N)=N)C(=O)C=1SC=CC1